methoxy-pyrrolidine-2-carboxamide CON1C(CCC1)C(=O)N